C(C)(C)(C)OC(=O)N1CC(C1)(NN)CC#N 3-(cyanomethyl)-3-hydrazinoazetidine-1-carboxylic acid tert-butyl ester